2-[(4-methoxyphenyl)methyl]-3-[methyl(2-thienylmethyl)amino]4-(trifluoromethyl)isoxazol-5-one COC1=CC=C(C=C1)CN1OC(C(=C1N(CC=1SC=CC1)C)C(F)(F)F)=O